C(C)(C)(C)OC(=O)N(CCC=1NC2=CC(=C(C=C2C1)C)C(=O)OC)C Methyl 2-(2-((tert-butoxycarbonyl)(methyl)amino)ethyl)-5-methyl-1H-indole-6-carboxylate